C(C)(C)(C)OC(=O)NC1CCN(CC1)C=1C(=CN=C2C=CC(=NC12)OS(=O)(=O)C(F)(F)F)C1=CC(=CC(=C1)C)F trifluoro-methanesulfonic acid 8-(4-tert-butoxycarbonylaminopiperidin-1-yl)-7-(3-fluoro-5-methyl-phenyl)-[1,5]naphthyridin-2-yl ester